C(C)([2H])([2H])[2H] Ethane-d3